BrC=1N=C(C(=NC1)N)OCC1=C(C=NC=C1)OC1CCOCC1 5-bromo-3-((3-((tetrahydro-2H-pyran-4-yl)oxy)pyridin-4-yl)methoxy)pyrazin-2-amine